3-Amino-N-phenylbenzenesulfonamide C1=CC=C(C=C1)NS(=O)(=O)C2=CC=CC(=C2)N